C(C)(C)(C)OC(=O)N1CCN(CC1)C1=NC(=NC2=C(C(=C(C=C12)C=1C=NC=CC1)Br)F)OC[C@H]1N(CCC1)C (S)-4-(7-bromo-8-fluoro-2-((1-methylpyrrolidin-2-yl)methoxy)-6-(pyridin-3-yl)quinazolin-4-yl)piperazine-1-carboxylic acid tert-butyl ester